m-methoxybenzyl-(2'-methoxy-1,1-biphenyl-2-yl)phosphine COC=1C=C(CPC2=C(C=CC=C2)C2=C(C=CC=C2)OC)C=CC1